1,3-diethyl 2-(4-aminophenyl)propanedioate NC1=CC=C(C=C1)C(C(=O)OCC)C(=O)OCC